tetramethyl-N'-butyl-guanidine propionate C(CC)(=O)O.CN(C(N(C)C)=NC)CCCC